(2S)-2-[4-(6-fluoro-1-tetrahydropyran-2-yl-3-vinyl-indazol-5-yl)-2-methyl-pyrazol-3-yl]oxy-N-methyl-propan-1-amine FC1=C(C=C2C(=NN(C2=C1)C1OCCCC1)C=C)C1=C(N(N=C1)C)O[C@H](CNC)C